C1(CCCCCC1)CCN[C@@H]1C=C([C@@H]([C@@H]([C@H]1O)O)O)COC(F)F (1S,2S,3S,6R)-6-((2-cycloheptylethyl)amino)-4-((difluoromethoxy)methyl)cyclohex-4-ene-1,2,3-triol